4-[(3-{4-[(1,1-dioxo-1λ6-thian-4-yl)amino]-1-(2,2,2-trifluoroethyl)-1H-indol-2-yl}prop-2-yn-1-yl)amino]-N,N-dimethylbenzene-1-sulfonamide O=S1(CCC(CC1)NC1=C2C=C(N(C2=CC=C1)CC(F)(F)F)C#CCNC1=CC=C(C=C1)S(=O)(=O)N(C)C)=O